2,2-difluoro-N-(4-methyl-3-(4-methyloxazol-2-yl)phenyl)cyclopentane-1-carboxamide FC1(C(CCC1)C(=O)NC1=CC(=C(C=C1)C)C=1OC=C(N1)C)F